O1COC2=C1C=CC(=C2)CN2CCN(CC2)C(CN(S(=O)(=O)C)C2=CC(=CC=C2)F)=O N-{2-[4-(1,3-benzodioxol-5-ylmethyl)-1-piperazinyl]-2-oxoethyl}-N-(3-fluorophenyl)methanesulfonamide